O=C1NC(C2=CC(=CC=C12)C(=O)NCCCC(=O)O)=O 4-(1,3-dioxoisoindoline-5-carboxamido)butyric acid